NC=1C2=C(N=C(N1)Cl)N(C=C2)[C@@H]2C[C@@H]([C@@H]1[C@H]2OC(O1)(C)C)C=1C=CC(NC1)=O 5-[(3aR,4R,6R,6aS)-6-{4-amino-2-chloropyrrolo[2,3-d]pyrimidin-7-yl}-2,2-dimethyl-tetrahydro-3aH-cyclopenta[d][1,3]dioxol-4-yl]-1H-pyridin-2-one